C(C)(C)(C)N1C=NC2=C1C=C(C=C2)OC2=C(C=C(C=C2Cl)NC(=O)C2=NOC(N2)=O)Cl N-(4-((1-(tert-butyl)-1H-benzo[d]imidazol-6-yl)oxy)-3,5-dichlorophenyl)-5-oxo-4,5-dihydro-1,2,4-oxadiazole-3-carboxamide